CN(C=NS(=O)(=O)CC1=CC=CC=C1)C N,N-dimethyl-N'-(benzylsulfonyl)formamidine